N1(N=CC=C1)C1=CC=C(C=C1)B(O)O [4-(1H-PYRAZOL-1-YL)PHENYL]BORONIC ACID